FC1=C(C=CC(=C1[C@H]1CCC=2N(C1)C=NC2C2=NN=C(N2)C)F)NS(=O)(=O)C=2C(=NC=C(C2)F)C N-[2,4-difluoro-3-[(6R)-1-(5-methyl-4H-1,2,4-triazol-3-yl)-5H,6H,7H,8H-imidazo[1,5-a]pyridin-6-yl]phenyl]-5-fluoro-2-methylpyridine-3-sulfonamide